FC=1C(=NC(=NC1)N[C@H]1[C@@H](CN(CC1)S(=O)(=O)C)O)C=1C=CC2=C(N(C(=N2)C)C(C)C)C1 (3R,4R)-4-({5-fluoro-4-[2-methyl-1-(propan-2-yl)-1H-benzimidazol-6-yl]pyrimidin-2-yl}amino)-1-(methanesulfonyl)piperidin-3-ol